CC1=CC(=NN1C1CCN(CC1)C(C=C)=O)C(C1=CC=C(C=C1)C(F)(F)F)=O 1-(4-(5-methyl-3-(4-(trifluoromethyl)benzoyl)-1H-pyrazol-1-yl)piperidin-1-yl)prop-2-en-1-one